3-((2-cyclopropyl-8-methoxy-3-methyl-2,3-dihydrobenzo[b][1,4]dioxin-6-yl)methyl)-6-iodo-3H-imidazo[4,5-b]pyridine C1(CC1)C1C(OC2=C(O1)C(=CC(=C2)CN2C=NC=1C2=NC=C(C1)I)OC)C